NC=1C=C2C=C(C(N(C2=CC1)C)=O)OCC(=O)N(C)C 2-[(6-amino-1-methyl-2-oxo-3-quinolyl)oxy]-N,N-dimethyl-acetamide